(1R,2S,5S)-N-(cyano(isoquinolin-4-yl)methyl)-3-((S)-3,3-dimethyl-2-(2,2,2-trifluoroacetylamino)butyryl)-6,6-dimethyl-3-azabicyclo[3.1.0]hexane-2-carboxamide C(#N)C(NC(=O)[C@@H]1[C@H]2C([C@H]2CN1C([C@H](C(C)(C)C)NC(C(F)(F)F)=O)=O)(C)C)C1=CN=CC2=CC=CC=C12